C1(CC1)C[C@@H](C(=O)N[C@H](C(=O)OC)C[C@H]1C(NC(C1)(C)C)=O)NC([C@H](CC1=CC=CC2=CC=CC=C12)NC(=O)C1=NOC(=C1)C)=O methyl (2S)-2-[[(2S)-3-cyclopropyl-2-[[(2S)-2-[(5-methylisoxazole-3-carbonyl)amino]-3-(1-naphthyl)propanoyl]amino]propanoyl]amino]-3-[(3R)-5,5-dimethyl-2-oxo-pyrrolidin-3-yl]propanoate